N,N,N-trimethyl-3-(2-methylallyl-amino)-1-propylammonium chloride sodium [Na].[Cl-].C[N+](C)(C)CCCNCC(=C)C